BrC1=CC=2N(C[C@H]3N(C2C=C1)CCC(C3)O)S(=O)(=O)C3=CC(=CC=C3)C(F)(F)F (6aS)-3-bromo-5-((3-(trifluoromethyl)phenyl)sulfonyl)-6,6a,7,8,9,10-hexahydro-5H-pyrido[1,2-a]quinoxalin-8-ol